5-bromo-11,11-dimethyl-11H-benzo[b]fluorene BrC1=C2C(=CC=3C(C=4C=CC=CC4C13)(C)C)C=CC=C2